OC1=C(C=CC=C1)C1(CCCCC1)C1=C(C=CC=C1)O BIS(HYDROXYPHENYL)CYCLOHEXANE